ClC=1C(=NC(=NC1)NC1=C(C=C(C=C1)N1CCC(CC1)N1CCNCC1)OC)NC1=C(C=CC=C1)P(C)(C)=O (2-((5-chloro-2-((2-methoxy-4-(4-(piperazin-1-yl)piperidin-1-yl)phenyl)amino)pyrimidin-4-yl)amino)phenyl)dimethyl-phosphine oxide